pyrido[4',3':4,5]thieno[2,3-d]pyrimidine N1=CN=CC2=C1SC1=C2C=CN=C1